2,2,4-triiodobutane IC(C)(CCI)I